N-((3s,5s)-1-((3s,4r)-1-(tert-butyl)-4-(4-chlorophenyl)pyrrolidin-3-carbonyl)-5-(morpholin-4-carbonyl)pyrrolidin-3-yl)-N-((1s,4r)-4-methylcyclohexyl)isobutyramide C(C)(C)(C)N1C[C@H]([C@@H](C1)C1=CC=C(C=C1)Cl)C(=O)N1C[C@H](C[C@H]1C(=O)N1CCOCC1)N(C(C(C)C)=O)C1CCC(CC1)C